6,6'-((4-(3,3-dimethylthioureido)butyl)azanediyl)bis(N-decyl-N-octylhexane-1-sulfonamide) CN(C(NCCCCN(CCCCCCS(=O)(=O)N(CCCCCCCCCC)CCCCCCCC)CCCCCCS(=O)(=O)N(CCCCCCCC)CCCCCCCCCC)=S)C